((2R,3R,5S,6S)-5-acetoxy-3-hydroxy-4-oxo-6-phenoxytetrahydro-2H-pyran-2-yl)methyl acetate C(C)(=O)OC[C@H]1O[C@H]([C@@H](C([C@@H]1O)=O)OC(C)=O)OC1=CC=CC=C1